(2S)-2-amino-6-[(2-aminoacetyl)amino]hexanoic acid N[C@H](C(=O)O)CCCCNC(CN)=O